N-(2-chloropyrimidin-4-yl)-N,2,3-trimethyl-indazol-6-amine ClC1=NC=CC(=N1)N(C=1C=CC2=C(N(N=C2C1)C)C)C